C(C)(C)N(P(OCCC#N)OC(CCCCCCCC\C=C/C\C=C/CCCCC)CCCCCCCC\C=C/C\C=C/CCCCC)C(C)C 2-cyanoethyl ((6Z,9Z,28Z,31Z)-heptatriaconta-6,9,28,31-tetraen-19-yl) diisopropylphosphoramidite